tert-Butyl (3R)-3-[(1S)-1-tert-butoxycarbonyl-5-methylsulfonyloxy-pentyl]pyrrolidine-1-carboxylate C(C)(C)(C)OC(=O)[C@@H](CCCCOS(=O)(=O)C)[C@@H]1CN(CC1)C(=O)OC(C)(C)C